C(C)(C)S(=O)(=O)CC1CN(C1)C=O (3-((isopropylsulfonyl)methyl)azetidin-1-yl)methanone